ethyl (1S*,2R*)-2-(3-cyclopropyl-4-nitro-pyrazol-1-yl)cyclopropanecarboxylate C1(CC1)C1=NN(C=C1[N+](=O)[O-])[C@H]1[C@H](C1)C(=O)OCC |o1:11,12|